(3,4-dichlorophenyl)-1-(6-methyl-2-oxo-1,2-dihydroquinoline-4-carbonyl)-N-(oxetan-2-ylmethyl)piperazine-2-carboxamide ClC=1C=C(C=CC1Cl)C1(N(CCNC1)C(=O)C1=CC(NC2=CC=C(C=C12)C)=O)C(=O)NCC1OCC1